FC1=C(C=CC=C1C[C@H]1[C@H](CCC2=CC=C(C(N12)=O)C)NC(C(=O)N(C)C)=O)C1=CC(=CC=C1)F |r| rac-N~2~-{(3S,4S)-4-[(2,3'-difluoro[1,1'-biphenyl]-3-yl)methyl]-7-methyl-6-oxo-1,3,4,6-tetrahydro-2H-quinolizin-3-yl}-N~1~,N~1~-dimethylethanediamide